4-(3-(4-(cyclopentyloxy)-5-methoxypyrimidin-2-yl)phenyl)-1,2-oxaborolan-2-ol C1(CCCC1)OC1=NC(=NC=C1OC)C=1C=C(C=CC1)C1CB(OC1)O